N-[(4S)-chroman-4-yl]-8-(3,5-dichlorophenyl)-4-(dimethylamino)quinoline-3-sulfonamide O1CC[C@@H](C2=CC=CC=C12)NS(=O)(=O)C=1C=NC2=C(C=CC=C2C1N(C)C)C1=CC(=CC(=C1)Cl)Cl